C1(=CC=CC2=CC=CC=C12)C(=C)NC(C)=O N-[1-(naphthalen-1-yl)vinyl]acetamide